9-bromo-7-(methoxymethoxy)naphtho[1,2-b]thiophene BrC=1C=C(C=C2C=CC3=C(SC=C3)C12)OCOC